C(C)(C)(C)OC(CCCCCNC=1C=C2C(N(C(C2=CC1)=O)C1C(NC(CC1)=O)=O)=O)=O 6-{[2-(2,6-dioxopiperidin-3-yl)-1,3-dioxoisoindol-5-yl]Amino}hexanoic acid tert-butyl ester